trans-1,2-dimethyl-tolylethylene CC1(C(C(=CC=C1)C=C)C)C